2-(3,4-Dimethoxyphenyl)-9-methyl-7-(1-methylpiperidin-4-yl)-4H-pyrido[1,2-a]pyrimidin-4-one COC=1C=C(C=CC1OC)C=1N=C2N(C(C1)=O)C=C(C=C2C)C2CCN(CC2)C